O1CCN(CC1)C=1C2=C(N=CN1)NC(=C2)C2=CC=C(C=C2)NC(C2=NC=CC(=C2)CN2C[C@@H](CCC2)NC(C#C)=O)=O (R)-N-(4-(4-morpholino-7H-pyrrolo[2,3-d]pyrimidin-6-yl)phenyl)-4-((3-propiolamidopiperidin-1-yl)methyl)picolinamide